C(=O)=C1NC=2C=CC=C3C(=CN=C1C23)N2N=CC(=C2C(F)(F)F)C(=O)NC2=CC(=NC=C2)C(F)(F)F 1-(2-carbonyl-1,2-dihydropyrrolo[2,3,4-ij]isoquinolin-5-yl)-5-trifluoromethyl-N-(2-trifluoromethyl-pyridin-4-yl)-1H-pyrazole-4-carboxamide